3,6-dichloro-5-(trifluoromethyl)pyridine-2-carboxylic acid ClC=1C(=NC(=C(C1)C(F)(F)F)Cl)C(=O)O